C(C1=CC=CC=C1)NC(=O)NS(=O)(=O)C=1SC(=CC1C1=CC=C(C=C1)CN1C(=NC=C1)C)CC(C)C 1-benzyl-3-[[5-isobutyl-3-[4-[(2-methylimidazol-1-yl)methyl]phenyl]-2-thienyl]sulfonyl]urea